C(C)(C)(C)N(CCC=1N=NN(C1)[C@H](C(=O)N1[C@@H](C[C@H](C1)O)C(=O)NC)C(C)(C)C)C (2S,4R)-1-[(2S)-2-[4-[2-[tert-butyl(methyl)amino]ethyl]triazol-1-yl]-3,3-dimethyl-butanoyl]-4-hydroxy-N-methyl-pyrrolidine-2-carboxamide